6-chloro-N-[5-(2,3-difluoropropyl)-4,6-dimethoxy-pyrimidin-2-yl]-1H-pyrrolo[2,3-b]pyridine-3-sulfonamide ClC1=CC=C2C(=N1)NC=C2S(=O)(=O)NC2=NC(=C(C(=N2)OC)CC(CF)F)OC